trans-N-((5-chlorobenzofuran-2-yl)methyl)-4-(5-(4-chlorophenyl)-1,3,4-oxadiazol-2-yl)cyclohexanecarboxamide ClC=1C=CC2=C(C=C(O2)CNC(=O)[C@@H]2CC[C@H](CC2)C=2OC(=NN2)C2=CC=C(C=C2)Cl)C1